4-(5-methyl-benzoimidazol-2-yl)-1,2,5-oxadiazol-3-amine CC1=CC2=C(N=C(N2)C=2C(=NON2)N)C=C1